3-(1-((2-aminoethyl)(ethyl)amino)ethyl)benzonitrile NCCN(C(C)C=1C=C(C#N)C=CC1)CC